5'-((4S,4'S)-oxybis(1,2-oxaborole-2,4-diyl))bis(3-(4-methoxy-3-propoxyphenyl)pyridine) O(B1OC=C(C1)C1=NC=CC=C1C1=CC(=C(C=C1)OC)OCCC)B1OC=C(C1)C1=NC=CC=C1C1=CC(=C(C=C1)OC)OCCC